n-bis(3-triethoxysilylpropyl)amine CCC(NC(CC)[Si](OCC)(OCC)OCC)[Si](OCC)(OCC)OCC